5-(4-fluorophenyl)-6-(6-methylpyridin-2-yl)-2,3-dihydro-1H-imidazo[1,2-a]imidazole FC1=CC=C(C=C1)C1=C(N=C2N1CCN2)C2=NC(=CC=C2)C